Ethyl N-methyl-N-[(2-thioxo-1,2-dihydropyridin-3-yl) carbonyl]glycinate CN(CC(=O)OCC)C(=O)C=1C(NC=CC1)=S